2,3-dimethyl-1H-indole-7-carboxylic acid CC=1NC2=C(C=CC=C2C1C)C(=O)O